cyclohexaneN ethyl-acetate C(C)OC(C)=O.C1=CCCCC1